(1-benzyl-4,4-difluoro-3-piperidinyl)methanol C(C1=CC=CC=C1)N1CC(C(CC1)(F)F)CO